(3S,7aS)-3-((3-(pentafluoro-λ6-sulfaneyl)phenoxy)methyl)-7a-((trityloxy)methyl)hexahydro-1H-pyrrolizine FS(C=1C=C(OC[C@@H]2CC[C@@]3(CCCN23)COC(C2=CC=CC=C2)(C2=CC=CC=C2)C2=CC=CC=C2)C=CC1)(F)(F)(F)F